4-allylpyrocatechol diacetate C(C)(=O)OC=1C(OC(C)=O)=CC(=CC1)CC=C